tert-butyl N-(3-sulfanylphenyl) carbamate CC(C)(C)OC(=O)NC1=CC(=CC=C1)S